BrC1=NC2=C(N1CC(F)(F)F)C=CC=C2Cl 2-bromo-4-chloro-1-(2,2,2-trifluoroethyl)-1H-benzo[d]imidazole